BrC=1C=C2C(NN(C2=CC1)C1COCC1)CO (5-bromo-1-(tetrahydrofuran-3-yl)-2H-indazol-3-yl)methanol